5-((4-((5-(4-chlorophenyl)thiophen-2-yl)methyl)piperazin-1-yl)methyl)-2-(2,6-dioxopiperidin-3-yl)isoindoline-1,3-dione ClC1=CC=C(C=C1)C1=CC=C(S1)CN1CCN(CC1)CC=1C=C2C(N(C(C2=CC1)=O)C1C(NC(CC1)=O)=O)=O